COC1=CC=C(C=C1)NC1=CC2=C(C=N1)N(C(N2C2CCOCC2)=O)C 6-((4-methoxyphenyl)amino)-3-methyl-1-(tetrahydro-2H-pyran-4-yl)-1,3-dihydro-2H-imidazo[4,5-c]pyridin-2-one